S(=O)(=O)([O-])[O-].[Li+].[Li+] Lithium sulfate salt